2-methoxy-4-(morpholinomethyl)aniline COC1=C(N)C=CC(=C1)CN1CCOCC1